(8R)-8-phenyl-N-[(3S)-6,8-difluoro-4-oxo-3,5-dihydro-2H-1,5-benzoxazepin-3-yl]-6,8-dihydro-5H-[1,2,4]triazolo[5,1-c][1,4]oxazine-2-carboxamide C1(=CC=CC=C1)[C@H]1OCCN2C1=NC(=N2)C(=O)N[C@H]2COC1=C(NC2=O)C(=CC(=C1)F)F